C(C)(C)(C)OC(C1=NC(=CC=C1C1=CN(C2=NC=CC=C21)CC2=CC=CC=C2)N2CC1=C(C=CC=C1CC2)C(NC=2SC1=C(N2)C=CC=C1)=O)=O 6-(8-(benzo[d]thiazol-2-ylcarbamoyl)-3,4-dihydroisoquinolin-2(1H)-yl)-3-(1-benzyl-1H-pyrrolo[2,3-b]pyridin-3-yl)picolinic acid tert-butyl ester